perfluorooctanesulfonate iodine [I+].FC(C(C(C(C(C(C(C(F)(F)F)(F)F)(F)F)(F)F)(F)F)(F)F)(F)F)(S(=O)(=O)[O-])F